ClC1=C(C=C(C(=C1)Cl)OC)NC1=C(C=NC2=CC(=C(C=C12)OC)OCCCN1CCN(CC1)CC1=CC=C(C=C1)N1C(NC(CC1)=O)=O)C#N 4-((2,4-dichloro-5-methoxyphenyl)amino)-7-(3-(4-(4-(2,4-dioxotetrahydropyrimidin-1(2H)-yl)benzyl)piperazin-1-yl)propoxy)-6-methoxyquinoline-3-carbonitrile